3-[1-oxo-5-(4-piperidyl)isoindolin-2-yl]piperidine-2,6-dione O=C1N(CC2=CC(=CC=C12)C1CCNCC1)C1C(NC(CC1)=O)=O